FC1=C(C=CC=C1)C1=NNC=C1C1=NC2=CC(=CN=C2C=C1)C=1C=NC=CC1 2-[3-(2-fluorophenyl)-1H-pyrazol-4-yl]-7-(3-pyridyl)-1,5-naphthyridine